(R)-N-((S)-(3,5-difluorophenyl)(2-((diphenylphosphanyl)methyl)-1-(phenyl-sulfonyl)-1H-indol-3-yl)methyl)-2-methylpropane-2-sulfinamide FC=1C=C(C=C(C1)F)[C@H](N[S@](=O)C(C)(C)C)C1=C(N(C2=CC=CC=C12)S(=O)(=O)C1=CC=CC=C1)CP(C1=CC=CC=C1)C1=CC=CC=C1